C(C)C=1N(C(=NN1)[C@@H]1CC[C@H](CC1)OC1=NC=CC=C1)C1=CC=C(C=C1)C trans-2-((4-(5-Ethyl-4-(p-tolyl)-4H-1,2,4-triazol-3-yl)cyclohexyl)oxy)pyridin